3-(4-Hydroxybenzo[b]thiophene-5-yl)-4-methyl-6-(7-methyloctahydro-1H-pyrrolo[2,3-b]pyridin-1-yl)-1,2,4-triazine-5(4H)-one OC1=C(C=CC=2SC=CC21)C2=NN=C(C(N2C)=O)N2CCC1C2N(CCC1)C